(E)-N'-[4-bromo-6-[7-fluoro-2-(oxan-2-yl)indazole-4-carbonyl]-1-methylindazol-7-yl]-N,N-dimethylmethanimidamide BrC1=C2C=NN(C2=C(C(=C1)C(=O)C=1C2=CN(N=C2C(=CC1)F)C1OCCCC1)/N=C/N(C)C)C